O1C(CCCC1)N1N=C(C=C1)B1OC(C)(C)C(C)(C)O1 1-(tetrahydro-2H-pyran-2-yl)pyrazole-3-boronic acid pinacol ester